CC1=C(N2C(CC2SC1)=O)C(=O)O 3-methyl-8-oxo-5-thia-1-azabicyclo-[4.2.0]oct-2-ene-2-carboxylic Acid